7-chloro-N-(5-chloro-4-(4-(methylsulfonyl)thiophen-2-yl)pyrimidin-2-yl)-1,2,3,4-tetrahydroisoquinolin-6-amine ClC1=C(C=C2CCNCC2=C1)NC1=NC=C(C(=N1)C=1SC=C(C1)S(=O)(=O)C)Cl